C(CCCCC=C)C1CCC(O1)=O 5-(6-hepten-1-yl)dihydro-2(3H)-furanone